C(C=C)(=O)N1CC(C1)CN1C(C(N(C2=CC(=C(C=C12)Cl)C1=C(C=CC(=C1)N)C(F)(F)F)C1=C(C=CC=C1C)C(C)C)=O)=O 1-((1-acryloylazetidin-3-yl)methyl)-6-(5-amino-2-(trifluoromethyl)phenyl)-7-chloro-4-(2-isopropyl-6-methylphenyl)-1,4-dihydroquinoxaline-2,3-dione